C(C)N(CCCNC)CC diethyl-(methyl)aminopropyl-amine